(S)-2-((6-((4-cyano-2-fluorobenzyl)oxy)-5-fluoro-3',6'-dihydro-[2,4'-bipyridin]-1'(2'H)-yl)methyl)-1-(oxetan-2-ylmethyl)-1H-benzo[d]imidazole-6-carboxylic acid C(#N)C1=CC(=C(COC2=C(C=CC(=N2)C=2CCN(CC2)CC2=NC3=C(N2C[C@H]2OCC2)C=C(C=C3)C(=O)O)F)C=C1)F